BrC1=CC=CC=2N(C(NC21)=O)[C@H]2CC[C@H](CC2)C(=O)NC=2C=C1C=NN(C1=CC2)C (Cis)-4-(4-bromo-2-oxo-2,3-dihydro-1H-1,3-benzodiazol-1-yl)-N-(1-methyl-1H-indazol-5-yl)cyclohexane-1-carboxamide